CS(=O)C1=NC(=CC(=N1)C=1C=CC(N(C1)CC1=CC=C(C=C1)OC(F)(F)F)=O)C(F)(F)F 5-(2-(methylsulfinyl)-6-(trifluoromethyl)pyrimidin-4-yl)-1-(4-(trifluoromethoxy)benzyl)pyridin-2(1H)-one